CC(C=C)(CC\C=C(\CC)/C)O (E)-3,7-DIMETHYL-1,6-NONADIEN-3-OL